FC=1C(=C(C=CC1F)[C@H]1[C@@H](O[C@]([C@H]1C)(C(F)(F)F)C)C(=O)NC=1C=NC(=CC1)[C@H](CO)O)SC (2R,3S,4S,5R)-3-(3,4-difluoro-2-methylsulfanylphenyl)-N-(6-((R)-1,2-dihydroxyethyl)pyridin-3-yl)-4,5-dimethyl-5-(trifluoromethyl)tetrahydrofuran-2-carboxamide